4-chlorobenzyl isothiocyanate ClC1=CC=C(CN=C=S)C=C1